O(CCCCCCCCCCCCCCC)O Oxahexadecan-1-ol